N-(2-cyclopropyl-4-fluorophenyl)-N-(5-methyl-1,3,4-oxadiazol-2-yl)-7-nitrobenzo[c][1,2,5]oxadiazol-4-amine C1(CC1)C1=C(C=CC(=C1)F)N(C1=CC=C(C2=NON=C21)[N+](=O)[O-])C=2OC(=NN2)C